C(=C(/C(=O)O)\\O)\\C(=O)O The molecule is a dicarboxylic acid that is butenedioic acid in which the hydrogen at the 2-position is substituted by a hydroxy group. It is a dicarboxylic acid, a 2-hydroxy carboxylic acid, an enol and a C4-dicarboxylic acid. It derives from a butenedioic acid. It is a conjugate base of an enol-oxaloacetate.